6-cyclohexylaminopurine mesylate S(C)(=O)(=O)O.C1(CCCCC1)NC1=C2NC=NC2=NC=N1